(1R,2S,6R,7S)-4-[6-[4-(trifluoromethyl)phenyl]-1,3-benzothiazol-2-yl]-4-azatricyclo[5.2.1.02,6]dec-8-ene-3,5-dione FC(C1=CC=C(C=C1)C1=CC2=C(N=C(S2)N2C([C@H]3[C@H]4C=C[C@@H]([C@H]3C2=O)C4)=O)C=C1)(F)F